5-[(2-aminocyclopentyl)amino]-N-(3-carbamoyl-1-methyl-1H-pyrazol-4-yl)pyrazolo[1,5-a]pyrimidine-3-carboxamide NC1C(CCC1)NC1=NC=2N(C=C1)N=CC2C(=O)NC=2C(=NN(C2)C)C(N)=O